5-(N-allylacetamidyl)uracil C(C=C)N(C(C)=O)C=1C(NC(NC1)=O)=O